((4-((tert-butoxycarbonyl)amino)cyclohexyl)amino)-2-methyl-5-nitrobenzoic acid methyl ester COC(C1=C(C(=CC(=C1)[N+](=O)[O-])NC1CCC(CC1)NC(=O)OC(C)(C)C)C)=O